(2S)-2-[[(2S)-2-(benzyloxycarbonylamino)-3-(1-naphthyl)propanoyl]amino]-3-(4,4-difluorocyclohexyl)propanoic acid C(C1=CC=CC=C1)OC(=O)N[C@H](C(=O)N[C@H](C(=O)O)CC1CCC(CC1)(F)F)CC1=CC=CC2=CC=CC=C12